(E)-3-((Z)-2-(3-(5-carboxypentyl)-1,1-dimethyl-1H-inden-2(3H)-ylidene)ethylidene)-2-hydroxycyclohex-1-en C(=O)(O)CCCCCC1/C(/C(C2=CC=CC=C12)(C)C)=C/C=C\1/C(=CCCC1)O